N-(2-methylphenyl)acrylamide CC1=C(C=CC=C1)NC(C=C)=O